1,3-bisaminomethylcyclohexene NCC1=CC(CCC1)CN